O[C@H]1[C@H](O[C@@]2(CCCO2)[C@@H]([C@H]1N1N=NC(=C1)C1=CC(=C(C(=C1)F)F)F)OC(C(=O)O)C)CO 2-(((5s,7r,8r,9s,10r)-8-hydroxy-7-(hydroxymethyl)-9-(4-(3,4,5-trifluorophenyl)-1H-1,2,3-triazol-1-yl)-1,6-dioxaspiro[4.5]dec-10-yl)oxy)propionic acid